N-(cyanomethyl)-7-(2-(4-fluoro-2,6-dimethylphenoxy)-5-(2-hydroxyprop-2-yl)phenyl)-5-methyl-4-oxo-4,5-dihydro-1H-pyrrolo[3,2-c]pyridine-2-amide C(#N)CNC(=O)C1=CC=2C(N(C=C(C2N1)C1=C(C=CC(=C1)C(C)(C)O)OC1=C(C=C(C=C1C)F)C)C)=O